N[C@H]1CS(C2=C(N(C1=O)CC1=CC=C(C=C1)OC1CCCCC1)C=C(C=C2)C=2OC(=NN2)C(C)(C)C)(=O)=O (3R)-3-amino-7-(5-tert-butyl-1,3,4-oxadiazol-2-yl)-5-[[4-(cyclohexoxy)phenyl]methyl]-1,1-dioxo-2,3-dihydro-1λ6,5-benzothiazepin-4-one